7-((cis)-2,6-dimethylmorpholino)-2,3-dihydrofuro[2,3-c]pyridine C[C@@H]1O[C@@H](CN(C1)C=1N=CC=C2C1OCC2)C